C(C=C)(=O)OCCCCCCCCCCC[Si](OCCCCCC)(OCCCCCC)C acryloyloxyundecylmethyldihexyloxySilane